FC1=C(C=CC(=C1)F)C1=C(C=C2C(=NC(N3C2=C1SC[C@@H](C3)OC)=O)O)C(F)(F)F (3R)-11-(2,4-difluorophenyl)-8-hydroxy-3-methoxy-10-(trifluoromethyl)-3,4-dihydro-2H,6H-[1,4]thiazepino[2,3,4-ij]quinazolin-6-one